C1(CC1)C=1C(=C2C(=NC1C(F)(F)F)CCC2)NC(=O)N=[S@@](=O)(N)C=2SC(=CC2F)C(C)(C)O (S)-N'-((3-cyclopropyl-2-(trifluoromethyl)-6,7-dihydro-5H-cyclopenta[b]pyridin-4-yl)carbamoyl)-3-fluoro-5-(2-hydroxypropan-2-yl)thiophene-2-sulfonimidamide